(R)-8-(8-((3-amino-2-chlorophenyl)thio)-[1,2,4]triazolo[4,3-c]pyrimidin-5-yl)-8-azaspiro[4.5]decan-1-amine NC=1C(=C(C=CC1)SC=1C=2N(C(=NC1)N1CCC3(CCC[C@H]3N)CC1)C=NN2)Cl